4-((4-methylpiperazin-1-yl)methyl)piperidin-4-ol CN1CCN(CC1)CC1(CCNCC1)O